CC1(OB(OC1(C)C)C1=CC2=C(N=CS2)C=C1)C 6-(4,4,5,5-tetramethyl-1,3,2-dioxaborolan-2-yl)-1,3-benzothiazole